C(C)(C)(C)OC(=O)C=1C(=NC=CC1)Cl 2-chloro-pyridine-3-carboxylic acid tert-butyl ester